ClC1=C(C(=O)N2C[C@H]([C@H](CC2)C(=O)OCC)C)C=CC(=C1CC=1N(C2=CC(=CC(=C2C1)C)OC(F)(F)F)C)Cl (3S,4S)-ethyl 1-(2,4-dichloro-3-((1,4-dimethyl-6-(trifluoromethoxy)-1H-indol-2-yl)methyl)benzoyl)-3-methylpiperidine-4-carboxylate